2-n-propyl-2-cyclopentyl-1,3-dimethoxypropane C(CC)C(COC)(COC)C1CCCC1